((4,8-bis(4-methoxypiperidin-1-yl)pyrimido[5,4-d]pyrimidine-2,6-diyl)bis(azanetriyl))tetrakis(ethane-2,1-diyl)tetraacetate COC1CCN(CC1)C=1C2=C(N=C(N1)N(CCCC(=O)[O-])CCCC(=O)[O-])C(=NC(=N2)N(CCCC(=O)[O-])CCCC(=O)[O-])N2CCC(CC2)OC